17-Cyclopropylmethyl-4,5a-epoxy-14-hydroxy-morphinan-6-one C1(CC1)CN1[C@H]2[C@@]3(CCC([C@H]4[C@@]3(C=3C(=CC=CC3C2)O4)CC1)=O)O